2-amino-1-(1,5-dimethyl-1H-pyrazol-4-yl)ethan-1-one hydrogen chloride Cl.NCC(=O)C=1C=NN(C1C)C